C(C)(C)(C)C=1C=C(C=C(C1O)C(C)(C)C)SC1=CC(=C(C(=C1)C(C)(C)C)O)C(C)(C)C bis[3,5-di-tert-butyl-4-hydroxyphenyl] thioether